3-((2-((2-(4-fluorophenyl)benzo[d]thiazol-6-yl)amino)-6-methylquinazolin-4-yl)amino)propan-1-ol FC1=CC=C(C=C1)C=1SC2=C(N1)C=CC(=C2)NC2=NC1=CC=C(C=C1C(=N2)NCCCO)C